COC1=C(CNC2=CC=3C(=C4C(=NC3C=C2F)C2=CC3=C(C(N2C4)=O)COC([C@]3(O)CC)=O)CC)C=CC(=C1)OC (S)-9-((2,4-dimethoxybenzyl)amino)-4,11-diethyl-8-fluoro-4-hydroxy-1,12-dihydro-14H-pyrano[3',4':6,7]indolizino[1,2-b]quinoline-3,14(4H)-dione